2,5-dioxopentane O=C(C)CCC=O